COC(=O)C1=C(N=NC(=C1C)I)OC1=C(C=C(C=C1)F)C (4-fluoro-2-methylphenoxy)-6-iodo-5-methylpyridazine-4-carboxylic acid methyl ester